CC1CCC(N(C1)C(C(=O)O)=O)C=1C=C2C3(C(N(C2=CC1)C)=O)CC3 2-(5-Methyl-2-(1'-methyl-2'-oxospiro[cyclopropan-1,3'-indoline]-5'-yl)piperidin-1-yl)-2-oxoacetic acid